ClC=1C=CC(=C(C(=O)O)C1)NC1=C(C=NC2=CC=C(C=C12)Cl)C1=CCC2(OCCO2)CC1 5-chloro-2-[[6-chloro-3-(1,4-dioxaspiro[4.5]dec-7-en-8-yl)-4-quinolyl]amino]benzoic acid